(3R)-7-[2-(1-acetyl-4-piperidyl)tetrazol-5-yl]-3-amino-5-[(4-chlorophenyl)-methyl]-8-fluoro-1,1-dioxo-2,3-dihydro-1λ6,5-benzo-thiazepin-4-one C(C)(=O)N1CCC(CC1)N1N=C(N=N1)C=1C(=CC2=C(N(C([C@H](CS2(=O)=O)N)=O)CC2=CC=C(C=C2)Cl)C1)F